O1CCC(CC1)CN1C=C(C2=CC=CC=C12)C(=O)C1C(C1(C)C)(C)C {1-[(Tetrahydro-2H-pyran-4-yl)methyl]-1H-indol-3-yl}-(2,2,3,3-tetramethylcyclopropyl)methanone